5-[7-(fluoromethoxy)-1,2,3,4-tetrahydroisoquinoline-2-carbonyl]-6-methyl-N-(1-methylcyclopropyl)furo[2,3-d]pyrimidin-4-amine FCOC1=CC=C2CCN(CC2=C1)C(=O)C1=C(OC=2N=CN=C(C21)NC2(CC2)C)C